(2R,3R,4R,5S)-2-methyl-1-(((R)-1-(3-(trifluoromethyl)pyridin-2-yl)pyrrolidin-3-yl)methyl)piperidine-3,4,5-triol C[C@H]1N(C[C@@H]([C@H]([C@@H]1O)O)O)C[C@@H]1CN(CC1)C1=NC=CC=C1C(F)(F)F